fluorobutane-1-sulfonate FC(CCC)S(=O)(=O)[O-]